5,6-Dinitrobenzo[d][1,3]dioxole [N+](=O)([O-])C1=CC2=C(OCO2)C=C1[N+](=O)[O-]